7-bromo-1-(3-((tert-butyldimethylsilyl)oxy)propyl)-4-chloro-1H-pyrrolo[3,2-c]pyridine BrC=1C2=C(C(=NC1)Cl)C=CN2CCCO[Si](C)(C)C(C)(C)C